COC(CCCCCCCCCCCCCCC)N aminocetyl monomethyl ether